1-(tert-butoxycarbonyl)azepane-3-carboxylic acid C(C)(C)(C)OC(=O)N1CC(CCCC1)C(=O)O